OC1=NC(=NC(=C1)O)C 4,6-dihydroxy-2-methylpyrimidine